C1(=CC=CC=C1)CCN1CCCCC1 1-(2-phenylethyl)piperidine